N-[[6-(3-tert-butyl-1H-pyrazole-5-carbonyl)-6-azaspiro[2.5]octan-2-yl]methyl]furo[2,3-c]pyridine-2-carboxamide C(C)(C)(C)C1=NNC(=C1)C(=O)N1CCC2(C(C2)CNC(=O)C2=CC=3C(=CN=CC3)O2)CC1